N-[[2,3-dichloro-6-(methoxymethoxy)phenyl]methylidene]-2-methylpropane-2-sulfinamide ClC1=C(C(=CC=C1Cl)OCOC)C=NS(=O)C(C)(C)C